The molecule is a monoterpenoid that is geraniol bearing a hydroxy substituent at position 8. It is a monoterpenoid, a member of prenols and a diol. C/C(=C\\CO)/CC/C=C(\\C)/CO